N[C@H]1CCC[C@H](C(NC=2C=NN(C2C=2C=CN=C1C2)COCC[Si](C)(C)C)=O)C (9R,13S)-13-amino-9-methyl-3-{[2-(trimethylsilyl)ethoxy]Methyl}-3,4,7,15-tetraazatricyclo[12.3.1.02,6]Octadecan-1(18),2(6),4,14,16-pentaen-8-one